O=C1NC(CCC1N1C(C2=CC=CC(=C2C1=O)NCCCCC(=O)NCC#CC1=NC(=C(N=C1)NS(=O)(=O)C1=CC=C(C=C1)NC(\C=C\C=1SC(=CC1)[N+](=O)[O-])=O)OC)=O)=O (E)-5-((2-(2,6-dioxopiperidin-3-yl)-1,3-dioxoisoindolin-4-yl)amino)-N-(3-(6-methoxy-5-((4-(3-(5-nitrothiophen-2-yl)acrylamido)phenyl)sulfonamido)pyrazin-2-yl)prop-2-yn-1-yl)pentanamide